C(C)O[Si](C=1C2C3C4CCC(C3C(C1)C2)C4)(OCC)OCC 4-triethoxysilyltetracyclo[6.2.1.13,6.02,7]dodec-4-ene